ClC=1C=C(C=C(C1)Cl)NC1=NC2=CC=CC=C2C(=N1)NC1CCNCC1 N2-(3,5-dichlorophenyl)-N4-(piperidin-4-yl)quinazoline-2,4-diamine